3-(5-(4-(1-(Isoindolin-5-ylmethyl)piperidine-4-carbonyl)piperazin-1-yl)-1-oxoisoindolin-2-yl)piperidine-2,6-dione hydrochloride Cl.C1NCC2=CC(=CC=C12)CN1CCC(CC1)C(=O)N1CCN(CC1)C=1C=C2CN(C(C2=CC1)=O)C1C(NC(CC1)=O)=O